1-(4-(4-chloro-3-methoxyphenyl)-5-(isopropylthio)thiazol-2-yl)-4-(2,6-dimethylpyridin-4-yl)-3-methyl-1H-pyrazole-5-carboxylic acid ClC1=C(C=C(C=C1)C=1N=C(SC1SC(C)C)N1N=C(C(=C1C(=O)O)C1=CC(=NC(=C1)C)C)C)OC